FCCCOC=1C=C2CC[C@](OC2=C(C1C)C)(CCC=C(CCC=C(CCC=C(C)C)C)C)C (R)-6-(3-Fluoropropoxy)-2,7,8-trimethyl-2-(4,8,12-trimethyltrideca-3,7,11-trien-1-yl)-chromane